(R)-tert-butyl 4-(3-(5-(difluoromethyl)-1,3,4-thiadiazol-2-yl)-6-(N-(1-methylcyclopropyl)sulfamoyl)imidazo[1,5-a]pyridin-8-yl)-2-methylpiperazine-1-carboxylate FC(C1=NN=C(S1)C1=NC=C2N1C=C(C=C2N2C[C@H](N(CC2)C(=O)OC(C)(C)C)C)S(NC2(CC2)C)(=O)=O)F